methyl(1-methylpiperidin-3-yl)carbamate COC(NC1CN(CCC1)C)=O